C(C)(C)(C)OC(=O)N1CC=2N(C[C@@H]1C)N=CC2N2CC1COCCN1S2(=O)=O (6S)-3-(1,1-dioxo-3a,4,6,7-tetrahydro-3H-[1,2,5]thiadiazolo[3,2-c][1,4]oxazin-2-yl)-6-methyl-6,7-dihydro-4H-pyrazolo[1,5-a]pyrazine-5-carboxylic acid tert-butyl ester